COC1=CC=2C3=C(NC2C=C1)C(CC3)CC(=O)O 2-(7-methoxy-1H,2H,3H,4H-cyclopenta[b]indol-3-yl)acetic acid